N6-stearoyl-lysine C(CCCCCCCCCCCCCCCCC)(=O)NCCCC[C@H](N)C(=O)O